27-Norcholestanehexol C[C@H](CCC(C(CO)O)O)[C@H]1CC[C@@H]2[C@@]1([C@H](C[C@H]3[C@H]2[C@@H](C[C@H]4[C@@]3(CC[C@H](C4)O)C)O)O)C